3-(1-isopropyl-1H-pyrazol-5-yl)-6-(2-morpholinopyrimidin-5-yl)-2,3-dihydropyrazolo[1,2-a]indazol-9(1H)-one C(C)(C)N1N=CC=C1C1CCN2N1C=1C=C(C=CC1C2=O)C=2C=NC(=NC2)N2CCOCC2